indeno[1,2-d]oxazol O1CN=C2C1=CC=1C=CC=CC12